N-(1,1-dimethyl-2-hydroxyethyl)-3-amino-2-hydroxy-propanesulfonic Acid CC(CO)(C)NCC(CS(=O)(=O)O)O